C(=C)C1=CC=C(C=C1)[Si](OCC)(OCC)OCC p-vinyl-Phenyltriethoxysilane